ClC1=CC=C(C=C1)SCCCC(=O)C1=CC=2C(C3=CC=CC=C3C2C=C1)(CCC)CCC 4-((4-chlorophenyl)thio)-1-(9,9-dipropyl-9H-fluoren-2-yl)butan-1-one